C(C)C1=CC=C(C=C1)N1C(N(C(C1)=CC1=CC=C(C=C1)N1CCN(CC1)CCO)C)=[Se] 3-(4-ethylphenyl)-5-(4-(4-(2-hydroxyethyl)piperazin-1-yl)benzylidene)-1-methyl-2-selenoxoimidazolidin